O-(benzotri-azol-1-yl)-N,N,N',N'-tetramethyluronium tetrafluoroborate F[B-](F)(F)F.N1(N=NC2=C1C=CC=C2)OC(=[N+](C)C)N(C)C